ethyl N-(2-(aminomethyl)phenyl)-O-cyclopentylserinate NCC1=C(C=CC=C1)N[C@@H](COC1CCCC1)C(=O)OCC